FC1=CC(=NC=C1)NC(OC(C)(C)C)=O tert-Butyl (4-fluoropyridin-2-yl)carbamate